methyl 5,6-difluoro-2,3-dihydro-1H-indene-2-carboxylate FC=1C=C2CC(CC2=CC1F)C(=O)OC